N-(3-bromo-2-fluorophenyl)-N-(2,2-difluoroethyl)-7-fluoro-1-methyl-[1,2,4]triazolo[4,3-a]quinazolin-5-amine BrC=1C(=C(C=CC1)N(C1=NC=2N(C3=CC=C(C=C13)F)C(=NN2)C)CC(F)F)F